CN1C(N(C2=NC(=NC=C12)NC=1C(=CC=2N(C1)N=CN2)C)C2CC1(COC1)C2)=O 7-Methyl-2-((7-methyl-[1,2,4]triazolo[1,5-a]pyridin-6-yl)amino)-9-(2-oxaspiro[3.3]heptan-6-yl)-7,9-dihydro-8H-purin-8-one